N1C=C(C2=CC=CC=C12)CC(CCCC)NC(=O)C1=CC2=C(S1)C=C(C=C2)N2CCN(CC2)C(C)C N-(1-(1H-indol-3-yl)hexane-2-yl)-6-(4-isopropylpiperazin-1-yl)benzo[b]thiophene-2-carboxamide